C(C)(C)(C)OC(=O)N1C(C=CC1)C1=CC(=CC=C1)CO (3-(hydroxymethyl)phenyl)-2,5-dihydro-1H-pyrrole-1-carboxylic acid tert-butyl ester